CC=1OC2=C(C1C(=O)NC1=NN(C=C1)COCC[Si](C)(C)C)C=C(C=C2)OCC=2C(=NC=CC2)C(F)(F)F 2-methyl-5-((2-(trifluoromethyl)pyridin-3-yl)methoxy)-N-(1-((2-(trimethylsilyl)ethoxy)methyl)-1H-pyrazol-3-yl)benzofuran-3-carboxamide